2-(2-{6-chloroimidazo[1,2-a]pyridin-3-yl}pyrimidin-4-yl)-octahydropyrazino[1,2-c][1,3]oxazin-6-one ClC=1C=CC=2N(C1)C(=CN2)C2=NC=CC(=N2)N2CC1N(C(OCC1)=O)CC2